(heptanoyl)amino-3-(1,2,3,4,5,8-hexahydroindolizin-7-yl)-1H-indole C(CCCCCC)(=O)NN1C=C(C2=CC=CC=C12)C1=CCN2CCCC2C1